ClC=1C=C(C=NC1)C=1CN(C[C@H](C1)C)CCC (S)-5'-chloro-5-methyl-1-propyl-1,2,5,6-tetrahydro-3,3'-bipyridine